NC1=CC(=C2C(=N1)NC(=C2)CN2C(C1=CC(=CC=C1[C@@]21C(N(CC1)CC1=C(C=C(C(=C1)F)F)F)=O)F)=O)C (S)-2-((6-Amino-4-methyl-1H-pyrrolo[2,3-b]pyridin-2-yl)methyl)-5-fluoro-1'-(2,4,5-trifluorobenzyl)spiro[isoindoline-1,3'-pyrrolidine]-2',3-dione